2-(((2S,4s,6S)-6-((2-(3,3-difluoro-pyrrolidin-1-yl)pyrimidin-4-yl)amino)spiro[3.3]heptan-2-yl)oxy)nicotinamide FC1(CN(CC1)C1=NC=CC(=N1)NC1CC2(CC(C2)OC2=C(C(=O)N)C=CC=N2)C1)F